OC1=CC2=C(C(C(=CO2)C2=CC(=C(C=C2)O)CC=C(C)C)=O)C=C1 7-hydroxy-3-[4-hydroxy-3-(3-methyl-2-buten-1-yl)phenyl]-4H-1-Benzopyran-4-one